N1C(=CC2=CC=CC=C12)C(=O)OC methyl 1H-indole-2-carboxylate